C(C)(C)N(C/C=C/C(=O)N)C (E)-4-(isopropyl(methyl)amino)but-2-enamide